ClC1=CN(C2=CC=CC=C12)C1=NOC(=N1)C1=C(C=C(C=C1)OC(C)C)F 3-chloro-1-(5-(2-fluoro-4-isopropoxyphenyl)-1,2,4-oxadiazol-3-yl)-1H-indole